nitraminotetrazole N([N+](=O)[O-])C1=NN=NN1